N-[6-(4-amino-5-{3-fluoro-4-[(4-methylpyrimidin-2-yl)oxy]phenyl}-7-ethyl-5H-pyrrolo[3,2-d]pyrimidin-6-yl)-5-methylpyridin-3-yl]-3-(benzenesulfonyl)propanamide NC=1C2=C(N=CN1)C(=C(N2C2=CC(=C(C=C2)OC2=NC=CC(=N2)C)F)C2=C(C=C(C=N2)NC(CCS(=O)(=O)C2=CC=CC=C2)=O)C)CC